(5-chloro-1H-indol-3-yl)butan-2-one ClC=1C=C2C(=CNC2=CC1)CC(CC)=O